6-fluoro-3-(2-methyl-3-(4,4,5,5-tetramethyl-1,3,2-dioxaborolan-2-yl)phenyl)quinazolin-4(3H)-one FC=1C=C2C(N(C=NC2=CC1)C1=C(C(=CC=C1)B1OC(C(O1)(C)C)(C)C)C)=O